METHIONINE N[C@@H](CCSC)C(=O)O